(6S)-4-(8-(5-ethyl-6-methyl-1H-indazol-4-yl)-2-(((2R,7aS)-2-fluorotetrahydro-1H-pyrrolizin-7a(5H)-yl)methoxy)pyrido[4',3':4,5]thieno[2,3-d]pyrimidin-4-yl)-6-methyl-1,4-oxazepan-6-ol C(C)C=1C(=C2C=NNC2=CC1C)C1=NC=CC2=C1SC=1N=C(N=C(C12)N1CCOC[C@](C1)(O)C)OC[C@]12CCCN2C[C@@H](C1)F